FC1(CN(CCC1)C1=C(C=C(C=C1)C(F)(F)F)NS(=O)(=O)C=1C=C(C(=O)O)C=CC1OC)F 3-(N-(2-(3,3-difluoropiperidin-1-yl)-5-(trifluoromethyl)phenyl)sulfamoyl)-4-methoxybenzoic acid